C(C1=CC=CC=C1)[C@@H]1N(OCC1)C1=CC(=NC=N1)NC=1C(=CC(=C(C1)NC(C=C)=O)N1C(=NC=C1)C)OC N-(5-((6-((S)-3-benzylisoxazolidine-2-yl)pyrimidine-4-yl)amino)-4-methoxy-2-(2-methyl-1H-imidazole-1-yl)phenyl)acrylamide